2-bromo-N-(1,3-dioxoisoindol-5-yl)-2-(3-fluorophenyl)acetamide BrC(C(=O)NC=1C=C2C(NC(C2=CC1)=O)=O)C1=CC(=CC=C1)F